C(C)C1OC2(OC1)CC1=C(C=C(S1)N(CC1=CC=CC=C1)C(C)=O)CC2 Ethyl-2-[acetyl(benzyl)amino]-4,7-dihydro-5H-spiro[1-benzothiophene-6,2'-[1,3]dioxolane]